N-(2-(2-(cyclopropylmethylamino)pyrimidin-4-yl)-1-methyl-1H-pyrrolo[3,2-c]pyridin-6-yl)-1-methyl-1H-pyrazole-4-carboxamide C1(CC1)CNC1=NC=CC(=N1)C1=CC=2C=NC(=CC2N1C)NC(=O)C=1C=NN(C1)C